FC1=CC=C2C3=C(C=CC(C[C@]4(C[C@H](CC4)NS(=O)(=O)C)C=4OC=C(COC2=C1F)N4)=C3)F N-[(1'S,14R)-5,6,19-trifluorospiro[8,12-dioxa-21-azatetracyclo[14.3.1.110,13.02,7]henicosa-1(19),2,4,6,10,13(21),16(20),17-octaene-14,3'-cyclopentane]-1'-yl]methanesulfonamide